4,4,6,6-tetramethyl-2-(4,4,5,5-tetramethyl-1,3,2-dioxaborolan-2-yl)-1,3,2-dioxaborinane CC1(OB(OC(C1)(C)C)B1OC(C(O1)(C)C)(C)C)C